4-(1-(3-(1-(4-methyl-4H-1,2,4-triazol-3-ylthio)ethyl)phenyl)-1H-1,2,3-triazol-4-yl)benzoic acid CN1C(=NN=C1)SC(C)C=1C=C(C=CC1)N1N=NC(=C1)C1=CC=C(C(=O)O)C=C1